(2S,5R)-4-(1-(4-fluorophenyl)cyclopropyl)-2,5-dimethylpiperazin-1-ium chloride [Cl-].FC1=CC=C(C=C1)C1(CC1)N1C[C@@H]([NH2+]C[C@H]1C)C